2-((4-(7-((1-(2-(dimethylamino)ethyl)-2-oxo-2,3-dihydro-1H-benzo[d]imidazol-5-yl)methyl)-2,7-diazaspiro[4.4]nonan-2-yl)pyrimidin-5-yl)oxy)-5-fluoro-N-isopropyl-N-methylbenzamide CN(CCN1C(NC2=C1C=CC(=C2)CN2CC1(CCN(C1)C1=NC=NC=C1OC1=C(C(=O)N(C)C(C)C)C=C(C=C1)F)CC2)=O)C